CC1=CC=CC(=N1)C1=NNC=C1C1=NC2=CC(=CN=C2C=C1)N1CCN(CC1)CC(F)(F)F 2-[3-(6-methyl-2-pyridyl)-1H-pyrazol-4-yl]-7-[4-(2,2,2-trifluoroethyl)piperazin-1-yl]-1,5-naphthyridine